5-chloro-N-[4-(4-methylpiperazin-1-yl)phenyl]Pyrimidine-2-amine ClC=1C=NC(=NC1)NC1=CC=C(C=C1)N1CCN(CC1)C